ClC1=NC=C(C(=C1)C1=C(C=NC(=C1)C)C(=O)NC=1SC2=C(N1)CN(C2)C(=O)C=2C(=NN(C2)C)OC)OC 2'-chloro-5'-methoxy-N-(5-(3-methoxy-1-methyl-1H-pyrazole-4-carbonyl)-5,6-dihydro-4H-pyrrolo[3,4-d]thiazol-2-yl)-6-methyl-[4,4'-bipyridine]-3-carboxamide